1-(5-chloro-9-oxo-xanthen-3-yl)pyrrolidine-3-carboxylic acid tert-butyl ester C(C)(C)(C)OC(=O)C1CN(CC1)C=1C=CC=2C(C3=CC=CC(=C3OC2C1)Cl)=O